methyl 3-(1,4-dimethyl-1H-benzo[d][1,2,3]triazol-5-yl)-3-(3-(((R)-2-ethyl-2,3-dihydro-[1,4]oxazepino[7,6-f]isoquinolin-4(5H)-yl) methyl)-4-methylphenyl)-2,2-dimethylpropionate CN1N=NC2=C1C=CC(=C2C)C(C(C(=O)OC)(C)C)C2=CC(=C(C=C2)C)CN2C[C@H](OC1=C3C=CN=CC3=CC=C1C2)CC